hex-2,4-dienoic acid (2e,4e)-2-((4-hydroxy-3-methoxybenzyl) amino)-2-oxoethyl ester OC1=C(C=C(CNC(COC(\C=C\C=C\C)=O)=O)C=C1)OC